2-(4-(2-(4-fluorophenyl)-5-methyl-4,5,6,7-tetrahydropyrazolo[1,5-a]pyrazin-3-yl)pyridin-2-yl)acetic acid methyl ester COC(CC1=NC=CC(=C1)C=1C(=NN2C1CN(CC2)C)C2=CC=C(C=C2)F)=O